ClC=1C=CC(=C(C1)S(=O)(=O)NC1=CC=C(C=C1)C1=NC(=C2C(=N1)NN=C2C)NCCN2CCCC2)F 5-chloro-2-fluoro-N-(4-(3-methyl-4-((2-(pyrrolidin-1-yl)ethyl)amino)-1H-pyrazolo[3,4-d]pyrimidin-6-yl)phenyl)benzenesulfonamide